3-(1,4-dimethyl-1H-benzo[d][1,2,3]triazol-5-yl)-3-(3-(((R)-8-ethyl-1,5,7,8-tetrahydro-6H-[1,4]oxazepino[6,7-f]indazol-6-yl)methyl)-4-methylphenyl)-2,2-dimethylpropanoic acid CN1N=NC2=C1C=CC(=C2C)C(C(C(=O)O)(C)C)C2=CC(=C(C=C2)C)CN2C[C@H](OC1=C(C=C3C=NNC3=C1)C2)CC